4-(tert-butyl) 2-methyl morpholine-2,4-dicarboxylate N1(CC(OCC1)C(=O)OC)C(=O)OC(C)(C)C